N-(2-((2S,3S)-2-methyl-1-(oxetan-3-yl)piperidin-3-yl)thieno[2,3-b]pyridin-4-yl)benzo[d]thiazol-5-amine C[C@@H]1N(CCC[C@@H]1C1=CC=2C(=NC=CC2NC=2C=CC3=C(N=CS3)C2)S1)C1COC1